2-((1-(3,6-dimethyl-4-oxo-2-(1-(pyridin-3-yl)piperidin-4-yl)-4H-chromen-8-yl)ethyl)amino)benzoic acid CC1=C(OC2=C(C=C(C=C2C1=O)C)C(C)NC1=C(C(=O)O)C=CC=C1)C1CCN(CC1)C=1C=NC=CC1